C(CCCCCCCC)C1=CC=C(C=C1)C(COCCOCCOCCOCCOCCOCCO)O 4-nonylphenyl-heptaethylene glycol